6-(1-ethoxyvinyl)-2-cyanopyridine C(C)OC(=C)C1=CC=CC(=N1)C#N